3-(cyclopropanesulfonamido)piperidine-1-carboxylate C1(CC1)S(=O)(=O)NC1CN(CCC1)C(=O)[O-]